2-(2,3,5,6-tetrafluoro-4-pyrrolidin-1-yl-phenyl)sulfonylpyridine FC1=C(C(=C(C(=C1F)N1CCCC1)F)F)S(=O)(=O)C1=NC=CC=C1